N-(2-(2-((2-methoxy-6-morpholinylpyridin-3-yl)amino)quinazolin-8-yl)pyridin-4-yl)acrylamide COC1=NC(=CC=C1NC1=NC2=C(C=CC=C2C=N1)C1=NC=CC(=C1)NC(C=C)=O)N1CCOCC1